ClC=1C=C(C(=C(C#N)C1)F)OC1=C(N=CN(C1=O)CC=1C(NC=C(C1)F)=O)C(C(F)(F)F)(F)F 5-chloro-2-fluoro-3-((1-((5-fluoro-2-oxo-1,2-dihydropyridin-3-yl)methyl)-6-oxo-4-(perfluoroethyl)-1,6-dihydropyrimidin-5-yl)oxy)benzonitrile